tert-butyl 3-(3-chloroquinoxalin-2-yl)-3,8-diazabicyclo[3.2.1]octane-8-carboxylate ClC=1C(=NC2=CC=CC=C2N1)N1CC2CCC(C1)N2C(=O)OC(C)(C)C